1-((4ar,6r,7r,8ar)-6-(azidomethyl)-7-methoxy-2,2-dimethylhexahydropyrano[3,2-d][1,3]dioxin-8-yl)-4-(3,4,5-trifluorophenyl)-1H-1,2,3-triazole N(=[N+]=[N-])C[C@@H]1[C@@H](C([C@H]2OC(OC[C@H]2O1)(C)C)N1N=NC(=C1)C1=CC(=C(C(=C1)F)F)F)OC